N1=CC=C(C=C1)CO pyridin-4-ylmethanol